[O-2].[La+3].[W+4].[Sn+4].[Zn+2] zinc-tin-tungsten-lanthanum oxide